C(N)(=O)C=1N(C2=CC(=CC=C2C1)OC(F)(F)F)C1=CC=CC(=N1)C1C(C1)C(=O)O 2-(6-(2-carbamoyl-6-(trifluoromethoxy)-1H-indol-1-yl)pyridin-2-yl)cyclopropane-1-carboxylic acid